N-lauroyl-β-alanine isopropyl ester C(C)(C)OC(CCNC(CCCCCCCCCCC)=O)=O